NC=1C=C(C(=O)NC(CC2=CC=CC=C2)C)C=C(C1)C 3-amino-5-methyl-N-(1-phenylpropan-2-yl)benzamide